6-[4-[acetyl-(propyl)amino]-3-methyl-phenyl]-N-[(2-methyl-3-pyridinyl)methyl]pyridine-3-carboxamide C(C)(=O)N(C1=C(C=C(C=C1)C1=CC=C(C=N1)C(=O)NCC=1C(=NC=CC1)C)C)CCC